[6-[4-[[4-(1H-pyrazol-4-yl)phenyl]amino]pyrimidin-2-yl]-1-methyl-1H-indol-2-yl](3,3-Difluoroazetidin-1-yl)methanone N1N=CC(=C1)C1=CC=C(C=C1)NC1=NC(=NC=C1)C1=CC=C2C=C(N(C2=C1)C)C(=O)N1CC(C1)(F)F